methyl 2'-(2-((tert-butyldimethylsilyl)oxy)ethyl)-4-chloro-6-hydroxy-[1,1'-biphenyl]-3-carboxylate [Si](C)(C)(C(C)(C)C)OCCC1=C(C=CC=C1)C1=CC(=C(C=C1O)Cl)C(=O)OC